(E)-3-(4-(((1-(3-Cyano-4-(4-cyano-2-fluorophenyl)-5-(3-hydroxy-4-methoxyphenyl)pyridin-2-yl)piperidin-4-yl)amino)methyl)phenyl)-N-hydroxyacrylamide formate C(=O)O.C(#N)C=1C(=NC=C(C1C1=C(C=C(C=C1)C#N)F)C1=CC(=C(C=C1)OC)O)N1CCC(CC1)NCC1=CC=C(C=C1)/C=C/C(=O)NO